C12CN(CC(N1)C2)C=2OC1=C(N2)C(=CC=C1C=1SC=CN1)OC(C(CC)O)(F)F 1-((2-(3,6-diazabicyclo[3.1.1]heptan-3-yl)-7-(thiazol-2-yl)benzo[d]oxazol-4-yl)oxy)-1,1-difluorobutan-2-ol